7-[4-[(3aR,6aR)-1-Methyl-2,3,3a,4,6,6a-hexahydropyrrolo[3,4-b]pyrrol-5-yl]-6-fluoro-8-(methylamino)-9H-pyrido[2,3-b]indol-3-yl]-4-oxo-quinolizine-3-carboxylic acid CN1[C@@H]2[C@H](CC1)CN(C2)C2=C(C=NC=1NC3=C(C=C(C=C3C12)F)NC)C1=CN2C(C(=CC=C2C=C1)C(=O)O)=O